[OH-].[OH-].C(CCCCCC)[Ti+2]CCCCCCC di-n-heptyltitanium dihydroxide